(2,4-diaminophenyl)dimethylphosphin oxide NC1=C(C=CC(=C1)N)P(C)(C)=O